The molecule is dianion of glycerol 2-phosphate arising from deprotonation of the phosphate OH groups; major species at pH 7.3. It is a conjugate base of a glycerol 2-phosphate. C(C(CO)OP(=O)([O-])[O-])O